1-(1-methyl-6-(piperidin-4-yl)-1H-indol-3-yl)dihydropyrimidine CN1C=C(C2=CC=C(C=C12)C1CCNCC1)N1CNCC=C1